C(C)(C)NC(=O)C=1C=CC2=C(NC(=N2)C2=CC(=CC=C2)NC2=CC=C(C=C2)C=2N=NC=CC2)C1 N-isopropyl-2-(3-((4-(pyridazin-3-yl)phenyl)amino)phenyl)-1H-benzo[d]imidazol-6-carboxamide